C(C)(C)(C)OC(NCCN(C1CC1)C(C)C=1SC=C(C1)Cl)=O (2-((1-(4-Chlorothien-2-yl)ethyl)(cyclopropyl)amino)ethyl)carbamic acid tert-butyl ester